FC1=C(C=CC=2OC=CN2)C=CC(=C1)F 2-(2,4-difluorostyryl)oxazole